C1(=CC=C(C=C1)C1=NC(=NC(=N1)C1=CC(=CC=C1)Br)C1=CC=CC=C1)C1=CC=CC=C1 2-[1,1'-Biphenyl]-4-yl-4-(3-bromophenyl)-6-phenyl-1,3,5-triazin